C(#N)CC(=O)C1CN(CC1)C(=O)OC(C)(C)C tert-Butyl 3-(2-cyanoacetyl)pyrrolidine-1-carboxylate